OC1(CCCCC1)C#CC1=CC=C(CC2=CC=C(C=C2)N2N=C(N=C2C)C(=O)N)C=C1 1-(4-(4-((1-hydroxycyclohexyl)ethynyl)benzyl)phenyl)-5-methyl-1H-1,2,4-triazole-3-carboxamide